(7S)-N-{(1R,3R)-3-[(2'-cyclobutyl-3'-fluoro-5-{1-[(methanesulfonyl)amino]-2-methyl-1-oxopropan-2-yl}[1,1'-biphenyl]-2-yl)oxy]cyclopentyl}-7-fluoro-5-azaspiro[3.4]octane-7-carboxamide C1(CCC1)C1=C(C=CC=C1F)C1=C(C=CC(=C1)C(C(=O)NS(=O)(=O)C)(C)C)O[C@H]1C[C@@H](CC1)NC(=O)[C@]1(CNC2(CCC2)C1)F